CC1=NC(=CC=C1C1CCC(CC1)N1CC2(CS(C2)(=O)=O)CC1)C(F)(F)F 6-((1s,4s)-4-(2-methyl-6-(trifluoromethyl)pyridin-3-yl)cyclohexyl)-2-thia-6-azaspiro[3.4]octane 2,2-dioxide